(S)-3-((S)-2-(5-(2-(dimethylamino)ethyl)-4-methyl-2-oxopyridin-1(2H)-yl)-5-methylhexanamido)-3-(4-fluoro-2',5,6'-trimethyl-[1,1'-biphenyl]-3-yl)propanoic acid CN(CCC=1C(=CC(N(C1)[C@H](C(=O)N[C@@H](CC(=O)O)C=1C=C(C=C(C1F)C)C1=C(C=CC=C1C)C)CCC(C)C)=O)C)C